C(C)N(C=1C=C2C=C(C(=CC2=CC1)C=O)O)CC 6-Diethylamino-3-(hydroxy)naphthalene-2-carbaldehyde